BrC1=NN(C=N1)C1=CC=C(C=C1)F 3-bromo-1-(4-fluorophenyl)-1H-1,2,4-triazole